(4-bromobenzoyl)-4'-(3,4-dihydroxyphenyl)-1'-methylspiro[indoline-3,2'-pyrrolidin]-2-one BrC1=CC=C(C(=O)C2C3(N(CC2C2=CC(=C(C=C2)O)O)C)C(NC2=CC=CC=C23)=O)C=C1